Copper (II) trifluoromethanesulphonate FC(S(=O)(=O)[O-])(F)F.[Cu+2].FC(S(=O)(=O)[O-])(F)F